C(C)(C)(C)OC(=O)N1C(CC1)C1=CC=C(C=C1)N1N=C(C=C1C)C(F)F [4-[3-(difluoromethyl)-5-methyl-pyrazol-1-yl]phenyl]azetidine-1-carboxylic acid tert-butyl ester